(S)-7-((sec-butylamino)methyl)-1H-pyrrolo[3,2-b]pyridine-5-carboxylic acid [C@H](C)(CC)NCC1=C2C(=NC(=C1)C(=O)O)C=CN2